N-[(6-Amino-2-pyridyl)sulfonyl]-6-[1-(2-cyclohexylacetyl)-3,6-dihydro-2H-pyridin-5-yl]-2-[(4S)-2,2,4-trimethylpyrrolidin-1-yl]pyridin-3-carboxamid NC1=CC=CC(=N1)S(=O)(=O)NC(=O)C=1C(=NC(=CC1)C1=CCCN(C1)C(CC1CCCCC1)=O)N1C(C[C@@H](C1)C)(C)C